FC=1C=C2CCN(CC2=CC1)C1=NSC2=C1C=CC(=C2)N 3-(6-Fluoro-3,4-dihydroisoquinolin-2(1H)-yl)benzo[d]isothiazol-6-amine